CSC1=CC=C(C=C1)S(=O)(=O)C1=CC=C(C=C1)SC Bis(4-methylthiophenyl)sulfone